FC1=CC2=C(N(C(=N2)CCC=2N=C(C3=C(N2)OC(=C3C(=O)N)C)NC3(CC3)C)C)C=C1 [2-(5-fluoro-1-methyl-1H-1,3-benzodiazol-2-yl)ethyl]-6-methyl-4-[(1-methylcyclopropyl)amino]furo[2,3-d]pyrimidine-5-carboxamide